N1[C@@H]2[C@H](CC1C(=O)OCC1=CC=CC=C1)CCC2 benzyl (3aS,6aS)-octahydrocyclopenta[b]pyrrole-2-carboxylate